1-((2R,3S)-2-methyl-3-(methylsulfonylmethyl)azetidin-1-yl)-2,7-naphthyridine C[C@H]1N(C[C@@H]1CS(=O)(=O)C)C1=NC=CC2=CC=NC=C12